(7-chloro-4-methylhept-4-en-1-yl)benzene Magnesium [Mg].ClCCC=C(CCCC1=CC=CC=C1)C